NC1=C(C=C(C=C1)C1=CC(=CC=C1OC(F)F)CC1=NNC(C2=CC=CC=C12)=O)[N+](=O)[O-] 4-((4'-amino-6-(difluoromethoxy)-3'-nitro-[1,1'-biphenyl]-3-yl)methyl)phthalazin-1(2H)-one